BrC1=C(C)C=CC(=C1)Br 2,4-Dibromotoluene